NC1=C(C=C(N=N1)C1=C(C=CC=C1)O)N1CC2CCC(C1)N2C2=CC(=NC=C2)C#CCN2CCOCC2 2-(6-amino-5-(8-(2-(3-morpholinoprop-1-yn-1-yl)pyridin-4-yl)-3,8-diazabicyclo[3.2.1]octan-3-yl)pyridazin-3-yl)phenol